N-[6-(2,2-difluoroethoxy)-5-fluoro-2-methoxy-3-pyridyl]-7-methyl-imidazo[1,2-a]pyrimidine-3-sulfonamide FC(COC1=C(C=C(C(=N1)OC)NS(=O)(=O)C1=CN=C2N1C=CC(=N2)C)F)F